NC1=NC=NN2C1=C(C=C2C=2C(=C(C(=O)N[C@@H]1CN(C[C@@H]1F)C(CC(C(F)(F)F)(C)O)=O)C(=CC2)CC)F)C(F)(F)F 3-[4-amino-5-(trifluoromethyl)pyrrolo[2,1-f][1,2,4]triazin-7-yl]-6-ethyl-2-fluoro-N-[(3R,4S)-4-fluoro-1-(4,4,4-trifluoro-3-hydroxy-3-methylbutanoyl)pyrrolidin-3-yl]benzamide